CN1C(=CC=2C(=NC(=CC21)C2=CC=C(C=C2)N2CCOCC2)C)C2=CC=C(C=C2)S(=O)(=O)C 4-(4-(1,4-dimethyl-2-(4-(methylsulfonyl)phenyl)-1H-pyrrolo[3,2-c]pyridin-6-yl)phenyl)morpholine